C(C)(C)(C)OC(=O)N1C[C@@H]2COC3=C(CN2CC1)C=C(C(=C3F)C3=C(C=CC=C3O)Cl)C#C[Si](C)(C)C (12AR)-9-(2-chloro-6-hydroxyphenyl)-10-fluoro-8-[(trimethylsilyl)ethynyl]-3,4,12,12a-tetrahydro-6H-pyrazino[2,1-c][1,4]benzooxazepine-2(1H)-carboxylic acid tert-butyl ester